N5-methyl-8-(trifluoromethyl)quinoline-5,6-diamine CNC1=C2C=CC=NC2=C(C=C1N)C(F)(F)F